S1CCCC1 monothiolane